IC1=CC=CC=C1 mono-iodo-benzene